oxy Bisethylene methyl (S)-4,5-diamino-5-oxopentanoate N[C@@H](CCC(=O)OC)C(=O)N.O(C=C)C=C